4-(2-((2-acetyl-2-azabicyclo[2.1.1]hexan-4-yl)methoxy)-4-(3,8-diazabicyclo[3.2.1]oct-3-yl)-8-fluoro-6-(trifluoromethyl)quinazolin-7-yl)-2-amino-7-fluorobenzo[b]thiophene-3-carbonitrile C(C)(=O)N1C2CC(C1)(C2)COC2=NC1=C(C(=C(C=C1C(=N2)N2CC1CCC(C2)N1)C(F)(F)F)C1=CC=C(C=2SC(=C(C21)C#N)N)F)F